N(=C=O)CC1=CC=C(CNC(=O)Cl)C=C1 (4-(isocyanatomethyl)benzyl)carbamoyl chloride